methallyl-sulfonate sodium salt [Na+].C(C(C)=C)S(=O)(=O)[O-]